Cl[Al-](Cl)(Cl)Cl.C(C)N1C=[N+](C=C1)CC 1,3-Diethyl-imidazolium tetrachloroaluminat